4'-(3-hydroxypropoxy)-2,2':6',2''-terpyridine OCCCOC1=CC(=NC(=C1)C1=NC=CC=C1)C1=NC=CC=C1